(R,6R)-N-((1,2,3,5,6,7-hexahydro-s-indacen-4-yl)carbamoyl)-6-(methylamino)-5,6,7,8-tetrahydropyrazolo[5,1-b][1,3]oxazepine-3-sulfonimidamide C1CCC2=C(C=3CCCC3C=C12)NC(=O)N[S@](=O)(=N)C=1C=NN2C1OC[C@@H](CC2)NC